N-[(1S)-1-Cyclohexyl-2-{4-[4-(3,3-difluoroazetidine-1-carbonyl)tetrahydropyran-4-yl]-anilino}-2-oxoethyl]-4-ethyl-1,2,5-oxadiazole-3-carboxamide C1(CCCCC1)[C@@H](C(=O)NC1=CC=C(C=C1)C1(CCOCC1)C(=O)N1CC(C1)(F)F)NC(=O)C1=NON=C1CC